((R)-1-((R)-4-(oxazol-2-yl)-2-(pyrazine-2-carboxamido)butanamido)-4-phenylbutyl)boronic acid O1C(=NC=C1)CC[C@H](C(=O)N[C@@H](CCCC1=CC=CC=C1)B(O)O)NC(=O)C1=NC=CN=C1